2-Dimethylamino-N-[2-(6,6-dimethyl-11-oxo-6,11-dihydro-benzo[b]naphtho[2,3-d]furan-8-yloxy)-ethyl]-acetamide CN(CC(=O)NCCOC=1C=C2C(C3=C(C4=C(O3)C=CC=C4)C(C2=CC1)=O)(C)C)C